1-(1-methyl-2-oxo-1,2-dihydropyridin-4-yl)cyclobutane-1-carboxylic acid CN1C(C=C(C=C1)C1(CCC1)C(=O)O)=O